tert-butyl 6-(3-(3-(aminomethyl)phenyl)ureido)-2-azaspiro[3.3]heptane-2-carboxylate NCC=1C=C(C=CC1)NC(NC1CC2(CN(C2)C(=O)OC(C)(C)C)C1)=O